C(C)(C)(C)[Si](C1=CC=CC=C1)(C1=CC=CC=C1)O[C@@H]1C[C@@H](C1)C#C tert-butyl-(cis-3-ethynylcyclobutoxy)diphenylsilane